1,1-diphenylethylstyrene C1(=CC=CC=C1)C(C)(C1=CC=CC=C1)C=CC1=CC=CC=C1